1-[(1S,4S,5S)-5-{4-[(3-methyl-4-{[1,2,4]triazolo[1,5-a]pyridin-7-yloxy}phenyl)amino]pyrrolo[2,1-f][1,2,4]triazin-5-yl}-2-azabicyclo[2.2.1]heptan-2-yl]prop-2-en-1-one CC=1C=C(C=CC1OC1=CC=2N(C=C1)N=CN2)NC2=NC=NN1C2=C(C=C1)[C@@H]1[C@H]2CN([C@@H](C1)C2)C(C=C)=O